3-benzyl-1-(trans-4-((5-cyano-4-((2-hydroxycyclohexyl)amino)-pyrimidin-2-yl)-amino)cyclohexyl)-1-(5-(1-methyl-1H-pyrazol-4-yl)-pyridin-2-yl)urea C(C1=CC=CC=C1)NC(N(C1=NC=C(C=C1)C=1C=NN(C1)C)[C@@H]1CC[C@H](CC1)NC1=NC=C(C(=N1)NC1C(CCCC1)O)C#N)=O